ruthenium (ii) (S)-N-(1-(5-(2-(Dimethylamino)-7-methoxychinolin-6-yl)oxazol-2-yl)-7-oxononyl)-8-methyl-1-oxa-2,8-diazaspiro[4.5]dec-2-en-3-carboxamid CN(C1=NC2=CC(=C(C=C2C=C1)C1=CN=C(O1)[C@H](CCCCCC(CC)=O)NC(=O)C1=NOC2(C1)CCN(CC2)C)OC)C.[Ru+2]